CNC(O[C@@H]1CC[C@H](CC1)C(N(C[C@@H]1CC[C@H](CC1)C1=NC(=C(C=C1)OC)C)C1=CC(=CC=C1)C=1C=NN(C1)C(C)C)=O)=O trans-4-((3-(1-Isopropyl-1H-pyrazol-4-yl)phenyl)((trans-4-(5-methoxy-6-methylpyridin-2-yl)cyclohexyl)methyl)carbamoyl)cyclohexyl methylcarbamate